methyl (Z)-3-((3,3-dibutyl-5-(4-(tert-butylcarbamoyl)phenyl)-7-(methylthio)-1,1-dioxido-2,3,4,5-tetrahydro-1,5-benzothiazepin-8-yl)oxy)-2-fluoroacrylate C(CCC)C1(CS(C2=C(N(C1)C1=CC=C(C=C1)C(NC(C)(C)C)=O)C=C(C(=C2)O\C=C(\C(=O)OC)/F)SC)(=O)=O)CCCC